5-cyclopropyl-4-methylpicolinaldehyde C1(CC1)C=1C(=CC(=NC1)C=O)C